3-[6-(2-isopropylsulfanyl-pyridin-3-yl)-quinolin-2-yl]Propionic acid C(C)(C)SC1=NC=CC=C1C=1C=C2C=CC(=NC2=CC1)CCC(=O)O